7-(1-Benzofuran-5-yl)-6-chloro-3,7-dihydro-4H-pyrrolo[2,3-d]pyrimidin-4-one hydrochloride Cl.O1C=CC2=C1C=CC(=C2)N2C(=CC1=C2N=CNC1=O)Cl